benzo[d][1,2,3]triazole-4-carboxylic acid N1N=NC2=C1C=CC=C2C(=O)O